C1OCCC12CCN(CC2)C(=O)[O-] 2-oxa-8-azaspiro[4.5]decane-8-carboxylate